P(=O)(OC1=CC=CC=C1)(OC1=CC=CC=C1)OC1=C(C=CC=C1)C Diphenyl toluyl phosphate